BrC=1C2=C(C(NC1)=O)N(C(=C2)C(C)N(C)C)COCC[Si](C)(C)C 4-bromo-2-[1-(dimethylamino)ethyl]-1-{[2-(trimethylsilyl)ethoxy]methyl}-1,6-dihydro-7H-pyrrolo[2,3-c]pyridin-7-one